N1(C=NC=C1)CCCNC([O-])=O [3-(1H-imidazol-1-yl)propyl]carbamate